(1-methyl-4-piperidinyl)-1-piperazinyl-methanone CN1CCC(CC1)C(=O)N1CCNCC1